N-(7-nitrochroman-6-yl)acetamide [N+](=O)([O-])C1=C(C=C2CCCOC2=C1)NC(C)=O